O1C(CCCC1)OCCN1C(C(CC1)CCC)=O N-(2-((tetrahydro-2H-pyran-2-yl)oxy)ethyl)-3-propyl-2-pyrrolidone